ClC1=C(C=C2C=C(N=CC2=C1)NC(=O)[C@@H]1[C@H](C1)C#N)C1CCN(CC1)[C@@]1(COC[C@@H]1O)C (1S,2S)-N-(7-chloro-6-(1-((3R,4R)-4-hydroxy-3-methyltetrahydrofuran-3-yl)piperidin-4-yl)isoquinolin-3-yl)-2-cyanocyclopropane-1-carboxamide